ClC=1C=C(C=NC1)CN1C(N(C2=NC=C(C=C21)C2=CC(=C(C(=C2)F)F)F)C)=O 1-[(5-chloro-3-pyridinyl)methyl]-3-methyl-6-(3,4,5-trifluorophenyl)imidazo[4,5-b]pyridin-2-one